(3R,4R)-3-(cyclopropylmethyl)-4-(4-(4-(dimethoxymethyl)piperidin-1-yl)phenyl)isochroman-7-ol C1(CC1)C[C@H]1OCC2=CC(=CC=C2[C@H]1C1=CC=C(C=C1)N1CCC(CC1)C(OC)OC)O